ClC1=C(C(C=2C=CC=NC2C1=O)=O)NC1=CC=C(C=C1)N1CCN(CC1)C1=CC=C(C=C1)OC 7-chloro-6-((4-(4-(4-methoxyphenyl)piperazin-1-yl)phenyl)amino)quinoline-5,8-dione